The molecule is an acyl-CoA(4-) obtained by deprotonation of the phosphate and diphosphate OH groups of (4-coumaroyl)acetyl-CoA; major species at pH 7.3. It is a conjugate base of a (4-coumaroyl)acetyl-CoA. CC(C)(COP(=O)([O-])OP(=O)([O-])OC[C@@H]1[C@H]([C@H]([C@@H](O1)N2C=NC3=C(N=CN=C32)N)O)OP(=O)([O-])[O-])[C@H](C(=O)NCCC(=O)NCCSC(=O)CC(=O)/C=C/C4=CC=C(C=C4)O)O